FC=1C=NC=CC1S(=O)(C)=N (3-fluoropyridin-4-yl)(imino)(methyl)-λ6-sulfanone